1-((1S,4aS,4bR,6aR,9S,11aS,11bR,13aS)-9-ethyl-9-hydroxy-13a-methyloctadecahydro-1H-cyclohepta[a]phenanthren-1-yl)ethanone C(C)[C@@]1(CC[C@@H]2[C@@H]([C@H]3CC[C@@]4([C@H](CCC[C@H]4[C@@H]3CC2)C(C)=O)C)CC1)O